2-(3,5-dichloro-4-(4-methoxyphenoxy)phenyl)-3,5-dioxo-2,3,4,5-tetrahydro-1,2,4-triazine-6-carbonitrile ClC=1C=C(C=C(C1OC1=CC=C(C=C1)OC)Cl)N1N=C(C(NC1=O)=O)C#N